4-[(2-methoxy-2-methylpropyl)amino]pyrido[3,4-d]pyridazin-1-yl-phenol COC(CNC=1N=NC(=C2C1C=NC=C2)C2=C(C=CC=C2)O)(C)C